7-(bromomethyl)-3-cyclopropyl-1H-1,5-naphthyridin-2-one BrCC1=CN=C2C=C(C(NC2=C1)=O)C1CC1